(1S,2S)-N-(6-(6,7-difluoro-5-methyl-1H-indazol-4-yl)imidazo[1,2-a]pyrazin-2-yl)-2-fluorocyclopropane-1-carboxamide FC1=C(C(=C2C=NNC2=C1F)C=1N=CC=2N(C1)C=C(N2)NC(=O)[C@H]2[C@H](C2)F)C